2-(1-(2-cyclopropylacetyl)azetidin-3-ylidene)acetonitrile C1(CC1)CC(=O)N1CC(C1)=CC#N